C(C)OC(=S)C=1C=NC(=NC1)C 2-methylthiopyrimidine-5-carboxylic acid ethyl ester